2-cyclopropyl-7-methyl-3H-imidazo[4,5-b]pyridine C1(CC1)C1=NC=2C(=NC=CC2C)N1